C1(=CC(=CC=C1)C1=NOC2=C1C(C1=C(C2=O)C=CS1)=O)C 3-(m-tolyl)thieno[3',2':4,5]benzo[1,2-d]isoxazole-4,8-dione